6-amino-3,4-dimethylisoquinolin-1(2H)-one NC=1C=C2C(=C(NC(C2=CC1)=O)C)C